C(#N)C=1C(N(C2=CC=CC=C2C1N1CCC(CC1)(C(=O)O)F)C)=O 1-(3-cyano-1-methyl-2-oxo-1,2-dihydroquinolin-4-yl)-4-fluoropiperidine-4-carboxylic acid